(S)-3-((S)-sec-butyl)-N-((S)-1-(methylamino)-1-oxopropan-2-yl)-2-oxo-1,2,3,5-tetrahydro-4H-benzo[e][1,4]diazepine-4-carboxamide [C@H](C)(CC)[C@@H]1N(CC2=C(NC1=O)C=CC=C2)C(=O)N[C@H](C(=O)NC)C